Phytosphingosine glutamic acid salt N[C@@H](CCC(=O)O)C(=O)O.OC[C@H](N)[C@H](O)[C@H](O)CCCCCCCCCCCCCC